6-chloro-5-fluoro-1'-(3-(2-methoxy-1-phenylethyl)-1H-1,2,4-triazole-5-carbonyl)spiro[benzo[d][1,3]oxazin-4,3'-piperidin]-2(1H)-one ClC1=C(C2=C(NC(OC23CN(CCC3)C(=O)C3=NC(=NN3)C(COC)C3=CC=CC=C3)=O)C=C1)F